benzyl 4-(ethylamino)-2-methyl-piperidine-1-carboxylate C(C)NC1CC(N(CC1)C(=O)OCC1=CC=CC=C1)C